NC1=NN2C(CN(CCC2)C(=O)OCC2=CC=CC=C2)=C1 benzyl 2-amino-7,8-dihydro-4H-pyrazolo[1,5-a][1,4]diazepine-5(6H)-carboxylate